CC1(C(N(C2=CC=C(C=C12)NC(C=C)=O)C1=NC=C(C=C1)C(F)(F)F)=O)C N-(3,3-Dimethyl-2-oxo-1-(5-(trifluoromethyl)pyridin-2-yl)-2,3-dihydro-1H-indol-5-yl)prop-2-enamide